The molecule is a pyridopyrimidine that is pyrido[3,4-d]pyrimidine-4,6-diamine in which the amino groups at positions 4 and 6 are substituted by a m-bromophenyl group and a methyl group, respectively. It is a potent, cell-permeable, reversible ATP-competitive inhibitor of EGFR tyrosine kinase activity [IC50 values of 0.008, 49 and 52 nM for EGFR, ErbB2 (HER2) and Erb4 (HER4)]. It does not inhibit FGF or PDGF-mediated tyrosine phosphorylation. Induces G1 cell cycle arrest in MCF10A cells and is antiproliferative in A431 human epidermal carcinoma cells. It has a role as an antineoplastic agent and an EC 2.7.10.1 (receptor protein-tyrosine kinase) inhibitor. It is a pyridopyrimidine, a secondary amino compound, a member of bromobenzenes, a diamine and an aromatic amine. CNC1=NC=C2C(=C1)C(=NC=N2)NC3=CC(=CC=C3)Br